N-phenyl-5-(piperidin-4-ylamino)quinoline-3-carboxamide hydrochloride Cl.C1(=CC=CC=C1)NC(=O)C=1C=NC2=CC=CC(=C2C1)NC1CCNCC1